FC=1C=C(CN2C[C@H](CCC2)C2=CC=NC=3N2N=C(C3CNC(OCCCC)=O)C)C=CC1F Butyl (S)-((7-(1-(3,4-difluorobenzyl)piperidin-3-yl)-2-methylpyrazolo[1,5-a]pyrimidin-3-yl)methyl)carbamate